6-chloro-5-(trifluoromethyl)-1,3-benzoxazol ClC1=CC2=C(N=CO2)C=C1C(F)(F)F